ClC1=C(C=CC=C1)N(C(CN(CC1=NC2=CC=C(C=C2C(N1)=O)C)CC)=O)C N-(2-chlorophenyl)-2-(ethyl((6-methyl-4-oxo-3,4-dihydroquinazolin-2-yl)methyl)amino)-N-methylacetamide